geddic amide C(CCCCCCCCCCCCCCCCCCCCCCCCCCCCCCCCC)(=O)N